tripyrrolidinylphosphonium N1(CCCC1)[PH+](N1CCCC1)N1CCCC1